OC(CNC(C=C\C=C\CCCCCCCCC)=O)(C)C 4E-tetradecadienoic acid-N-(2-hydroxy-2-methylpropyl) amide